thiaindenol S1(C=CC2=CC=CC=C12)O